9-(Hydroxymethyl)-6,6-dimethyl-3-propyl-6a,7,8,10a-tetrahydrobenzo[c]chromen-1-ol OCC1=CC2C(C(OC=3C=C(C=C(C23)O)CCC)(C)C)CC1